7-(1-cyclobutylpiperidine-4-yl)-2-((5-(5-(difluoromethyl)-1,3,4-oxadiazole-2-yl)pyridine-2-yl)methyl)-4,4-dimethylisoquinoline-1,3(2H,4H)-dione C1(CCC1)N1CCC(CC1)C1=CC=C2C(C(N(C(C2=C1)=O)CC1=NC=C(C=C1)C=1OC(=NN1)C(F)F)=O)(C)C